(R)-5-bromo-2-(3-hydroxypyrrolidin-1-yl)nicotinic acid methyl ester COC(C1=C(N=CC(=C1)Br)N1C[C@@H](CC1)O)=O